CN(C)CC(C)C(C)C N,N-dimethyl-2-isopropyl-propylamine